BrCCCCCCOC(CCCCCCCCC)=O.C(CCCCCCCCC)(=O)OCCCCCCBr 6-bromohexyl decanoate 6-bromohexyl-decanoate